6-amino-7-ethoxy-2-ethyl-4-(isopropylamino)quinoline-3-carbonitrile NC=1C=C2C(=C(C(=NC2=CC1OCC)CC)C#N)NC(C)C